ClC=1N=C(C2=C(N1)CC(S2)C)NC2(CCC2)CO 2-Chloro-4-((1-(hydroxymethyl)cyclobutyl)amino)-6-methyl-6,7-dihydrothieno[3,2-d]pyrimidine